C(CCCCC)N1OC(C(=C1N(CC1=CC=CC=C1)OC)C(F)(F)F)=O 2-hexyl-3-[methoxy(phenylmethyl)amino]-4-(trifluoromethyl)isoxazol-5-one